2,3-diamino-1-methylbenzene NC1=C(C=CC=C1N)C